(Z)-[3-(2-trimethylsilylethoxymethyl)-1,3-benzothiazol-2-ylidene]methyl-amide C[Si](CCOCN1/C(/SC2=C1C=CC=C2)=C/[NH-])(C)C